Ethyl 6-(3-chloro-4-methylphenyl)-3-cyclopropyl-4-oxo-4,5-dihydropyrazolo[1,5-a]pyrazine-2-carboxylate ClC=1C=C(C=CC1C)C=1NC(C=2N(C1)N=C(C2C2CC2)C(=O)OCC)=O